ClC1=C2C(=NNC2=CC=C1C(=O)N1C[C@@H]2N(CC1)C[C@H](CC2)C2=CC(=C(C=C2)F)Cl)C |r| (4-chloro-3-methyl-1H-indazol-5-yl)-[rac-(7R,9aR)-7-(3-chloro-4-fluorophenyl)-1,3,4,6,7,8,9,9a-octahydropyrido[1,2-a]pyrazin-2-yl]methanone